(3β,5α,24R)-Ergostan-3-ol CC(C)[C@H](C)CC[C@@H](C)[C@H]1CC[C@H]2[C@@H]3CC[C@H]4C[C@H](CC[C@]4(C)[C@H]3CC[C@]12C)O